3-fluoro-4-((2-(5-(((2-methoxyethyl)amino)methyl)pyridin-2-yl)thieno[3,2-b]pyridin-7-yl)oxy)aniline FC=1C=C(N)C=CC1OC1=C2C(=NC=C1)C=C(S2)C2=NC=C(C=C2)CNCCOC